(S)-2-(4-(4-dimethylamino-1-piperidinyl)phenylamino)-8-thiophenyl-9-(N-acryloyl-3-pyrrolidinyl)-9H-purine CN(C1CCN(CC1)C1=CC=C(C=C1)NC1=NC=C2N=C(N(C2=N1)[C@@H]1CN(CC1)C(C=C)=O)C=1SC=CC1)C